C(CCCCCCC)OCC1(COC=2C(OC1)=CSC2)COCCCCCCCC 3,3-Bis((octyloxy)methyl)-3,4-dihydro-2H-thieno[3,4-b][1,4]dioxepin